BrC1=CC=C(C=C1)C(CC)(CC)N 3-(4-bromophenyl)pentan-3-amine